COC(C1=NC(=CC(=C1)C=C)N1CC(C1)(C)OC)=O.NC1=NC=C(C=N1)C(=O)N1CCN(CC1)CC (2-aminopyrimidin-5-yl)(4-ethylpiperazin-1-yl)methanone methyl-6-(3-methoxy-3-methylazetidin-1-yl)-4-vinylpicolinate